(S)-N-(4-(4-amino-7-(2-chlorophenyl)-1-methyl-1H-pyrazolo[4,3-c]pyridin-3-yl)-2-(1-(4-fluorophenyl)ethoxy)phenyl)-1,1-difluoromethanesulfonamide NC1=NC=C(C2=C1C(=NN2C)C2=CC(=C(C=C2)NS(=O)(=O)C(F)F)O[C@@H](C)C2=CC=C(C=C2)F)C2=C(C=CC=C2)Cl